ethyl 5-fluoro-1-(phenylsulfonyl)-1H-indole-2-carboxylate FC=1C=C2C=C(N(C2=CC1)S(=O)(=O)C1=CC=CC=C1)C(=O)OCC